CC(C(C#N)(C)N=NC(C#N)(C(C(C)(OC)C)C)C)C(C)(C)OC dimethyl-2,2'-azobis(4-methoxy-2,4-dimethylpentanenitrile)